OCC(COC(CCCCCC[C@@H]1[C@H]([C@@H](C[C@@H]1O)O)CC[C@@H](O)C1=CC2=C(S1)C=CC=C2)=O)(CO)CO.S(=O)(=O)([O-])C2=CC=C(C)C=C2.[Fe+3].S(=O)(=O)([O-])C2=CC=C(C)C=C2.S(=O)(=O)([O-])C2=CC=C(C)C=C2 iron(III) tosylate 3-hydroxy-2,2-bis(hydroxymethyl)propyl-7-((1r,2r,3r,5s)-2-((r)-3-(benzo[b]thiophen-2-yl)-3-hydroxypropyl)-3,5-dihydroxycyclopentyl)heptanoate